NCCNC(CC1=C(C(=C(C=C1C)C(C)(C)C)O)C)=O N-(2-aminoethyl)-2-[4-(1,1-dimethylethyl)-3-hydroxy-2,6-dimethylphenyl]acetamide